phosphorus-sodium salt [Na].[P]